OC1(CC(CC1)OC1=NC(=CC(=C1)C=1C=C(C=CC1C)NC(=O)N1C[C@@H](CC1)CC(F)(F)F)N1CCOCC1)C (3S)-N-(3-[2-[(3-hydroxy-3-methylcyclopentyl)oxy]-6-(morpholin-4-yl)pyridin-4-yl]-4-methylphenyl)-3-(2,2,2-trifluoroethyl)pyrrolidine-1-carboxamide